2-chloro-N-(2-methoxyethyl)-N,5,6-trimethylthieno[2,3-d]pyrimidin-4-amine ClC=1N=C(C2=C(N1)SC(=C2C)C)N(C)CCOC